non-3-en-2-one CC(C=CCCCCC)=O